N[C@H](C(=O)O)CC(=O)C1=C(C=CC=C1)NC=O (S)-2-amino-4-(2-formylaminophenyl)-4-oxobutanoic acid